COC1=NC2=C(N1)C=CC=C2 2-methoxy-1H-benzo[d]Imidazole